3-iodo-2-methyl-pyrazolo[1,5-a]pyrimidin-5-ol IC=1C(=NN2C1N=C(C=C2)O)C